N-[2,4-difluoro-3-([[3-methyl-1-(oxan-2-yl)pyrazolo[3,4-b]pyridin-5-yl]oxy]methyl)phenyl]-5-fluoro-2-methoxypyridine-3-sulfonamide FC1=C(C=CC(=C1COC=1C=C2C(=NC1)N(N=C2C)C2OCCCC2)F)NS(=O)(=O)C=2C(=NC=C(C2)F)OC